5-(3-(((1r,4r)-4-(5-chloro-2-methylnicotinamido)cyclohexyl)methyl)-2-oxo-2,3-dihydro-1H-benzo[d]imidazol-1-yl)-N-cyclopropyl-picolinamide ClC=1C=NC(=C(C(=O)NC2CCC(CC2)CN2C(N(C3=C2C=CC=C3)C=3C=CC(=NC3)C(=O)NC3CC3)=O)C1)C